4,8-dichloro-2-(3-iodophenyl)pyrido[3,4-d]pyrimidine ClC=1C2=C(N=C(N1)C1=CC(=CC=C1)I)C(=NC=C2)Cl